C(C)(C)(C)C1=CC=C(C[N+]#[C-])C=C1 4-TERT-BUTYLBENZYLISOCYANIDE